N-(4-(4-amino-2-butyl-1H-imidazo[4,5-c]quinolin-1-yl)butyl)-4-((2,5-dioxo-2,5-dihydro-1H-pyrrol-1-yl)methyl)cyclohexane-1-carboxamide NC1=NC=2C=CC=CC2C2=C1N=C(N2CCCCNC(=O)C2CCC(CC2)CN2C(C=CC2=O)=O)CCCC